2-trichloromethyl-5-(p-cyanostyryl)-1,3,4-oxadiazole ClC(C=1OC(=NN1)C=CC1=CC=C(C=C1)C#N)(Cl)Cl